ethyl 5-cyclopropyl-2,4-dioxovalerate C1(CC1)CC(CC(C(=O)OCC)=O)=O